[Na+].[K+].C(CCCC)C(C(=O)[O-])C(=O)[O-] 2-pentylmalonic acid potassium sodium salt